5-chloro-2-(difluoromethoxy)-N-(1-(3-fluorophenyl)ethyl)-N-methylnicotinamide ClC=1C=NC(=C(C(=O)N(C)C(C)C2=CC(=CC=C2)F)C1)OC(F)F